C(C)OC1=C(C=C(C=C1)C1=NOC(N1)=O)OC 3-(4-ethoxy-3-methoxyphenyl)-1,2,4-oxadiazol-5(4H)-one